CN(CC1=CC=C(C=C1)C#CC1=CC(=C(C=C1)C)[N+](=O)[O-])C N,N-Dimethyl-1-(4-((4-methyl-3-nitrophenyl)ethynyl)phenyl)methanamine